N-(5-chloro-2-fluoro-4-methoxy-phenyl)-6-(1,6-diazaspiro[3.3]heptan-6-yl)pyrido[3,2-d]pyrimidin-4-amine ClC=1C(=CC(=C(C1)NC=1C2=C(N=CN1)C=CC(=N2)N2CC1(CCN1)C2)F)OC